C1=CC=C(C=C1)N(CCO)CCO Phenyldiethanolamine